C(=O)[O-].[Cu+2].C(=O)[O-] copper (P)-formate